1,3-di(3-pyridyl)-2,4-di(2-amino-3-pyridyl)-cyclobutane N1=CC(=CC=C1)C1C(C(C1C=1C(=NC=CC1)N)C=1C=NC=CC1)C=1C(=NC=CC1)N